3-(2-cyclohexylphenyl)-N-(2-(difluoromethoxy)-6-methylpyridin-3-yl)azetidine-3-carboxamide C1(CCCCC1)C1=C(C=CC=C1)C1(CNC1)C(=O)NC=1C(=NC(=CC1)C)OC(F)F